N-{[9-(3-phenylpropyl)-beta-carbolin-3-yl]methyl}-9-methyl-beta-carbolin-1-amine C1(=CC=CC=C1)CCCN1C2=CC=CC=C2C=2C=C(N=CC12)CNC1=NC=CC=2C3=CC=CC=C3N(C12)C